4-chloro-N-cyclopentyl-2-(piperidin-4-yl)benzo[d]thiazole-6-carboxamide ClC1=CC(=CC2=C1N=C(S2)C2CCNCC2)C(=O)NC2CCCC2